N-(4-Amino-2-chlorophenyl)-3-(4-cyano-3-(trifluoromethyl)phenyl)-2-(trifluoromethyl)oxazolidin-5-carboxamid NC1=CC(=C(C=C1)NC(=O)C1CN(C(O1)C(F)(F)F)C1=CC(=C(C=C1)C#N)C(F)(F)F)Cl